3,4-dimethoxy-2-hydroxyacetophenone CC(=O)C1=C(C(=C(C=C1)OC)OC)O